butyl 3-(1-(2-methoxyquinolin-8-yl)-5-oxo-4,5-dihydro-1H-1,2,4-triazol-3-yl)piperidine-1-carboxylate COC1=NC2=C(C=CC=C2C=C1)N1N=C(NC1=O)C1CN(CCC1)C(=O)OCCCC